5-(3-(3-(4-chloro-3-fluorophenyl)ureido)phenyl)-1H-thiophene ClC1=C(C=C(C=C1)NC(NC=1C=C(C=CC1)C1=CC=CS1)=O)F